(6aR,9R)-N,N-diethyl-7-(2-hydroxybenzyl)-4,6,6a,7,8,9-hexahydroindolo[4,3-fg]quinoline-9-carboxamide hemitartrate C(=O)(O)C(O)C(O)C(=O)O.C(C)N(C(=O)[C@H]1CN([C@@H]2CC=3C4=C(C2=C1)C=CC=C4NC3)CC3=C(C=CC=C3)O)CC.C(C)N(C(=O)[C@H]3CN([C@@H]4CC=1C2=C(C4=C3)C=CC=C2NC1)CC1=C(C=CC=C1)O)CC